NC1=C(C=2N(C=C1C(=O)N)C(=NN2)C)C2=C(C(=CC=C2)O)C (M)-7-amino-8-(3-hydroxy-2-methylphenyl)-3-methyl-[1,2,4]triazolo[4,3-a]pyridine-6-carboxamide